tert-Butyl 3-(5-bromopyridin-2-yl)-3,6-diazabicyclo[3.1.1]heptane-6-carboxylate BrC=1C=CC(=NC1)N1CC2N(C(C1)C2)C(=O)OC(C)(C)C